C(C)(C)(C)N(CCN)C(C)(C)C N,N-bis(tertiary butyl)ethylenediamine